silver pentadecanoate C(CCCCCCCCCCCCCC)(=O)[O-].[Ag+]